C(C)(C)(C)OC(C(=O)Cl)=O tert-butyl-2-chloro-2-oxoacetate